N-(5-bromo-2-chloro-4-pyridyl)-6-chloro-2-(1,1-difluoroethyl)pyrimidin-4-amine BrC=1C(=CC(=NC1)Cl)NC1=NC(=NC(=C1)Cl)C(C)(F)F